N-(4-(5-(6,7-dimethoxy-1,2,3,4-tetrahydroisoquinoline-2-carbonyl)furan-2-yl)phenyl)-4-(hex-5-yn-1-yloxy)benzamide COC=1C=C2CCN(CC2=CC1OC)C(=O)C1=CC=C(O1)C1=CC=C(C=C1)NC(C1=CC=C(C=C1)OCCCCC#C)=O